OC[C@H](C1=CC=CC=C1)NC1=NC(=NC=C1C1=NC(=NO1)C12CCN(CC1)CC2)NC=2C=C1C(C(OC(C1=CC2)=O)C)=O 6-((4-(((S)-2-hydroxy-1-phenylethyl)amino)-5-(3-(quinuclidin-4-yl)-1,2,4-oxadiazol-5-yl)pyrimidin-2-yl)amino)-3-methylisochromane-1,4-dione